[C@@H]12N(C[C@@H](NC1)C2)CC2=CC=C(C=C2)NC2=NC=CC(=N2)NC2=NC(=NC=C2)C2=NC(=CC=C2)C N2-[4-[[(1S,4S)-2,5-diazabicyclo[2.2.1]heptan-2-yl]methyl]phenyl]-N4-[2-(6-methyl-2-pyridyl)pyrimidin-4-yl]pyrimidine-2,4-diamine